CSCC1[NH2+]CCOC1 3-((methylthio)methyl)-4-morpholinium